C(/C1=CC=CC=C1)=C/1\C(N(C(C1)=O)CC1=CC=C(C(=O)OCC)C=C1)=O ethyl (E)-4-((3-benzylidene-2,5-diketopyrrolidinyl)methyl)benzoate